C(C)(C)(C)OC(=O)[C@](N)(CCCCNC(CCS)=O)C(=O)O 2-(tert-Butoxycarbonyl)-N6-(3-mercaptopropionyl)lysine